C1(CCCC1)P(C1=CC(=CC(=C1)F)F)C1CCCC1 dicyclopentyl-(3,5-difluorophenyl)phosphine